tert-butyl ((4-(4-((1-(trans-4-ethoxycyclohexyl)-3-(pyrimidin-2-yl)-1H-pyrazol-4-yl)carbamoyl)thiazol-2-yl)-1H-pyrazol-1-yl)methyl) hydrogen phosphate P(=O)(OC(C)(C)C)(OCN1N=CC(=C1)C=1SC=C(N1)C(NC=1C(=NN(C1)[C@@H]1CC[C@H](CC1)OCC)C1=NC=CC=N1)=O)O